N-(5-(methylthio)-1,3,4-thiadiazol-2-yl)-4,5-dihydroisoxazolo[4,5-h]quinoline-3-carboxamide CSC1=NN=C(S1)NC(=O)C1=NOC2=C1CCC=1C=CC=NC21